CC1=C(C=CC(=C1)OC(F)(F)F)N1CN(C(C2=CC(=CC=C12)C(F)(F)F)=O)C1=C(C=NC=C1)C 1-(2-methyl-4-(trifluoromethoxy)phenyl)-3-(3-methylpyridin-4-yl)-6-(trifluoromethyl)-2,3-dihydroquinazolin-4(1H)-one